ClC1=CNC2=NC=CC(=C21)OC2=CC(=C(C=C2)NC(=O)NC2=C(C=C(C=C2)CN2CCN(CC2)C)OC)F 1-(4-((3-chloro-1H-pyrrolo[2,3-B]pyridin-4-yl)oxy)-2-fluorophenyl)-3-(2-methoxy-4-((4-methylpiperazin-1-yl)methyl)phenyl)urea